CC=1[S-](CCC1)C(=O)OCCNC1=NON=C1C1=NOC(N1C1=CC(=C(C=C1)F)Br)=C=O (2-((4-(4-(3-bromo-4-fluorophenyl)-5-carbonyl-4,5-dihydro-1,2,4-oxadiazol-3-yl)-1,2,5-oxadiazol-3-yl) amino) ethyl) (methyl)-lambda4-Thiolinidate